N=1C=C(N2C1C=CC=C2)C(C)(C)NC(=O)C2CN(C2)C=2C1=C(N=C(N2)N2CCN(CCC2)C)SC=C1 N-(2-(imidazo[1,2-a]pyridin-3-yl)propan-2-yl)-1-(2-(4-methyl-1,4-diazepan-1-yl)thieno[2,3-d]pyrimidin-4-yl)azetidine-3-carboxamide